4-(1-amino-5-(1-(but-2-ynyl)pyrrolidin-2-yl)pyrrolo[1,2-c]pyrimidin-7-yl)-N-(3-chloropyridin-2-yl)benzamide NC1=NC=CC=2N1C(=CC2C2N(CCC2)CC#CC)C2=CC=C(C(=O)NC1=NC=CC=C1Cl)C=C2